N1C=CC2=CC(=CC=C12)CNCCCNC1=CC=NC2=CC(=CC=C12)C(F)(F)F N1-((1H-Indol-5-yl)methyl)-N3-(7-(trifluoromethyl)quinolin-4-yl)propane-1,3-diamine